tert-butyl (3R)-3-(p-tolylsulfonyloxy)piperidine-1-carboxylate C1(=CC=C(C=C1)S(=O)(=O)O[C@H]1CN(CCC1)C(=O)OC(C)(C)C)C